(R)-N-(1-(3-amino-5-(trifluoromethyl)phenyl)ethyl)-7-methoxy-2-methyl-6-(2-(pyridin-3-yloxy)ethoxy)quinazolin-4-amine NC=1C=C(C=C(C1)C(F)(F)F)[C@@H](C)NC1=NC(=NC2=CC(=C(C=C12)OCCOC=1C=NC=CC1)OC)C